3-(2-bromophenyl)-2-[[(2S,3R)-3-(tert-butoxycarbonylamino)-2-hydroxy-4-phenyl-butanoyl]amino]propanoic acid BrC1=C(C=CC=C1)CC(C(=O)O)NC([C@H]([C@@H](CC1=CC=CC=C1)NC(=O)OC(C)(C)C)O)=O